Methyl (S)-2-(5-(N-(2-(2-(2-(2-aminoethoxy)ethoxy)ethoxy)ethyl)-1-(isoquinolin-4-yl)piperidine-3-carboxamido)-2-oxopyridin-1(2H)-yl)acetate NCCOCCOCCOCCN(C(=O)[C@@H]1CN(CCC1)C1=CN=CC2=CC=CC=C12)C=1C=CC(N(C1)CC(=O)OC)=O